4,8-bis(2,3-dihydrobenzo[b][1,4]dioxin-6-yl)-3-methyl-2H-chromen-2-one O1C2=C(OCC1)C=C(C=C2)C2=C(C(OC1=C(C=CC=C21)C2=CC1=C(OCCO1)C=C2)=O)C